NC=1SC2=C(N1)C(=CC=C2F)C2=C(C=C1C(=NC(=NC1=C2F)OC[C@]21CCCN1C[C@@H](C2)F)N2CCC(CC2)O)C(F)(F)F 1-(7-(2-amino-7-fluorobenzo[d]thiazol-4-yl)-8-fluoro-2-(((2R,7aS)-2-fluorotetrahydro-1H-pyrrolizin-7a(5H)-yl)methoxy)-6-(trifluoromethyl)quinazolin-4-yl)piperidin-4-ol